[N-](S(=O)(=O)C(F)(F)F)S(=O)(=O)C(F)(F)F.C(CCCCC)[P+](CCCCCCCCCCCCCC)(CCCCCC)CCCCCC trihexyltetradecylphosphonium bis(trifluoromethanesulfonyl)imide salt